2-[7-[[5-(trifluoromethyl)-2-pyridyl]methyl]-2-azaspiro[3.5]nonane-2-carbonyl]-8-oxa-2,5-diazaspiro[3.5]nonan-6-one FC(C=1C=CC(=NC1)CC1CCC2(CN(C2)C(=O)N2CC3(C2)NC(COC3)=O)CC1)(F)F